(5S)-N-((2S)-4-(cyclopropylamino)-3-hydroxy-4-oxo-1-((S)-2-oxopyrrolidin-3-yl)butan-2-yl)-6-azaspiro[2.5]octane-5-carboxamide C1(CC1)NC(C([C@H](C[C@H]1C(NCC1)=O)NC(=O)[C@@H]1CC2(CC2)CCN1)O)=O